Tert-butyl ((6-(3-aminopropoxy)pyridin-3-yl)methyl)carbamate NCCCOC1=CC=C(C=N1)CNC(OC(C)(C)C)=O